FC=1C=C(C=CC1NS(=O)(=O)CCC)C1=C2C(=NC=C1)NC=C2 4-(3-fluoro-4-(propylsulfonamido)phenyl)-1H-pyrrolo[2,3-b]pyridin